7-(3-(tert-Butoxycarbonyl)-2-oxo-2,3-dihydro-1H-benzo[d]imidazol-1-yl)-2H-pyrido[3,2-b][1,4]oxazine-4(3H)-carboxylic acid tert-butyl ester C(C)(C)(C)OC(=O)N1C2=C(OCC1)C=C(C=N2)N2C(N(C1=C2C=CC=C1)C(=O)OC(C)(C)C)=O